FC=1C(=NC(=NC1C1=CN(C=C1)C)C1=CN(C2=NC=C(C=C21)F)S(=O)(=O)C2=CC=C(C)C=C2)NC2C(C1CCC2CC1)C(=O)OC (+/-)-trans-methyl 3-((5-fluoro-2-(5-fluoro-1-tosyl-1H-pyrrolo[2,3-b]pyridin-3-yl)-6-(1-methyl-1H-pyrrol-3-yl)pyrimidin-4-yl)amino)bicyclo[2.2.2]octane-2-carboxylate